4-nitro-1,2-benzenedicarboxylic acid [N+](=O)([O-])C=1C=C(C(=CC1)C(=O)O)C(=O)O